BrC=1C(=NC(=NC1)NC1=C(C=C(C(=C1)C)N1CCC(CC1)N1CCN(CC1)C)OC)NC=1C=CC=C2CCN(C12)S(=O)(=O)C 5-bromo-N2-(2-methoxy-5-methyl-4-(4-(4-methylpiperazin-1-yl)piperidin-1-yl)phenyl)-N4-(1-(methylsulfonyl)indolin-7-yl)pyrimidine-2,4-diamine